(R)-3-Cyclopentyl-1-(3-(difluoromethoxy)phenyl)-N-(3-methyl-1,1-dioxidotetrahydrothiophen-3-yl)-2-oxo-2,3-dihydro-1H-benzo[d]imidazole-5-carboxamide C1(CCCC1)N1C(N(C2=C1C=C(C=C2)C(=O)N[C@]2(CS(CC2)(=O)=O)C)C2=CC(=CC=C2)OC(F)F)=O